C(=O)O.FC1=CN=C(C2=CC=CC(=C12)S(=O)(=O)N1C(CNCCC1)C)OC 4-fluoro-1-methoxy-5-((2-methyl-1,4-diazepan-1-yl)sulfonyl)isoquinoline formate salt